13-methyltetradecanoic acid CC(CCCCCCCCCCCC(=O)O)C